FC1=C(C(=O)OC(C)(C)C)C=C(C=C1)N1CC(C1)(CO)F tert-butyl 2-fluoro-5-(3-fluoro-3-(hydroxymethyl)azetidin-1-yl)benzoate